tert-butyl 7-oxo-3,9-diazabicyclo[3.3.1]nonan-3-carboxylate O=C1CC2CN(CC(C1)N2)C(=O)OC(C)(C)C